2-isopropyl-N-methyl-1-(2-oxo-1,3-dihydrobenzimidazol-5-yl)benzimidazole-5-carboxamide dimethyl-(3-(bromomethyl)-5-methoxybenzyl)phosphonate COP(OC)(=O)CC1=CC(=CC(=C1)OC)CBr.C(C)(C)C1=NC2=C(N1C1=CC3=C(NC(N3)=O)C=C1)C=CC(=C2)C(=O)NC